2-((tetrahydrofuran-2-yl)methoxy)-4-(2,5,6,7-tetrahydrooxepin-4-yl)-6-(3-(m-tolyl)-1H-pyrazol-1-yl)pyrimidine O1C(CCC1)COC1=NC(=CC(=N1)C1=CCOCCC1)N1N=C(C=C1)C=1C=C(C=CC1)C